ClC=1C=C(C(=O)O)C=CC1N1C[C@@H](CC1)OC (R)-3-chloro-4-(3-methoxypyrrolidin-1-yl)benzoic acid